CN(C1=CC=C2C(=C3C(O2)=CC=CC(=C3)NC(=O)C=3C=CC=C2C=CNC32)C1)C N-(N,N-dimethyl-2-aminocyclohepta[b]benzofur-9-yl)indole-7-carboxamide